ClC=1C=NN2C1N=C(N=C2N[C@H]2C[C@@H](CC2)N)C2=C(C=CC=C2F)F (1r,3r)-N1-(8-chloro-2-(2,6-difluorophenyl)pyrazolo[1,5-a][1,3,5]triazin-4-yl)cyclopentane-1,3-diamine